[Br-].C(CCCCCCC(C)C)C=1NC=C[N+]1C i-decyl-3-methylimidazolium bromide